Diiodothyronine IN([C@@H](CC1=CC=C(C=C1)OC1=CC=C(C=C1)O)C(=O)O)I